N-(3-oxo-3-(pyrrolidin-1-yl)propyl)-2-(m-tolyl)benzo[d]imidazo[2,1-b]thiazole-7-carboxamide O=C(CCNC(=O)C1=CC2=C(N3C(S2)=NC(=C3)C=3C=C(C=CC3)C)C=C1)N1CCCC1